CCCC[N+]1=CC=CC=C1 N-Butylpyridinium